C(C1=CC=CC=C1)OC(=O)NC1CCC=2C=C(C=NC2C1)N1CCN(CC1)C(=O)OC(C)(C)C Tert-Butyl 4-(7-(((benzyloxy)carbonyl)amino)-5,6,7,8-tetrahydroquinolin-3-yl)piperazine-1-carboxylate